4-[(2R)-3-(3,4-dihydro-1H-isoquinolin-2-yl)-2-hydroxy-propyl]-8-[(4-hydroxy-1-piperidyl)methyl]-2,3-dihydro-1,4-benzoxazepin-5-one C1N(CCC2=CC=CC=C12)C[C@H](CN1CCOC2=C(C1=O)C=CC(=C2)CN2CCC(CC2)O)O